7-((2s,5r)-5-ethyl-2-methyl-4-(1-(quinoxalin-6-yl)ethyl)piperazin-1-yl)-4-(4-methoxybenzyl)-2-(tetrahydro-2H-pyran-2-yl)-2,4-dihydro-5H-pyrazolo[4,3-d]pyrimidin-5-one C(C)[C@H]1N(C[C@@H](N(C1)C=1C=2C(N(C(N1)=O)CC1=CC=C(C=C1)OC)=CN(N2)C2OCCCC2)C)C(C)C=2C=C1N=CC=NC1=CC2